N-(3-(4'-(3-(2-Methoxyethoxy)Propoxy)-4,5,5',6'-Tetrahydro-2H-Spiro[Furan-3,8'-Pyrano[3,4-b]Pyridin]-2'-yl)-1-Methyl-1H-Pyrrolo[2,3-c]Pyridin-5-yl)Acetamide COCCOCCCOC1=C2C(=NC(=C1)C1=CN(C3=CN=C(C=C31)NC(C)=O)C)C3(OCC2)COCC3